iminodi(ethanol) N(CCO)CCO